COCCOCCOCCOCCOCCOCCOCCOC=1C=C2C(C(=[N+](C2=CC1)CCC(=O)O)C)(C)C 5-((2,5,8,11,14,17,20-heptaoxadocosan-22-yl)oxy)-1-(2-carboxyethyl)-2,3,3-trimethyl-3H-indol-1-ium